F[C@@H]1CN(CC[C@@H]1C=1C=C2CN(C(C2=CC1)=O)C1C(NC(CC1)=O)=O)C1CC(C1)OC1CCNCC1 3-(5-((cis)-3-fluoro-1-((1r,3r)-3-(piperidin-4-yloxy)cyclobutyl)piperidin-4-yl)-1-oxoisoindolin-2-yl)piperidine-2,6-dione